C1(CC1)C1=C(N=CN1CC1=CC2=C(N(C(N2C)=O)C)C=C1)C1=C(C=CC(=C1)Cl)Cl 5-[[5-cyclopropyl-4-(2,5-dichlorophenyl)imidazol-1-yl]methyl]-1,3-dimethyl-benzimidazol-2-one